3-(((4-formylpyridin-3-yl)oxy)methyl)benzoic acid C(=O)C1=C(C=NC=C1)OCC=1C=C(C(=O)O)C=CC1